OCC1(CC=C(C=C1)N=NC1=CC=CC=C1)CO 4,4-dihydroxymethyl-azobenzene